3-bromo-6-(2-fluoroethyl)-6,7-dihydro-5H-pyrrolo[3,4-b]pyridin-5-one BrC=1C=C2C(=NC1)CN(C2=O)CCF